8-(4-benzyloxyphenoxy)-6-bromo-imidazo[1,5-a]pyridine C(C1=CC=CC=C1)OC1=CC=C(OC=2C=3N(C=C(C2)Br)C=NC3)C=C1